FC1=C2C(=CN=C1N1CCN(CC1)CCS(=O)(=O)C)NC(=C2C(C)C)C=2C(=C(C=1N(C2)N=CN1)C)C 6-(4-fluoro-3-isopropyl-5-(4-(2-(methylsulfonyl)ethyl)piperazin-1-yl)-1H-pyrrolo[2,3-c]pyridin-2-yl)-7,8-dimethyl-[1,2,4]triazolo[1,5-a]pyridine